C(C)(C)(C)OC(=O)N([C@@H](CC(C)C)C(=O)N1[C@H](CN(CC1)C(=O)OCC(Cl)(Cl)Cl)C(=O)N[C@@H](COC1=C(C2=CC=CC=C2C=C1)C(=O)O)CC1=CC=CC=C1)C 2-((R)-2-((R)-1-(N-(tert-butoxycarbonyl)-N-methyl-L-leucyl)-4-((2,2,2-trichloroethoxy)carbonyl)piperazine-2-carboxamido)-3-phenylpropoxy)-1-naphthoic acid